3-(5-methyl-1,2,4-oxadiazol-3-yl)-5-(trifluoromethyl)benzoic acid CC1=NC(=NO1)C=1C=C(C(=O)O)C=C(C1)C(F)(F)F